C1CCS(=O)(=O)NC1 thiazinane 1,1-dioxide